NC1(CC2=CC(=CC=C2CC1)OC=1C=C(C=CC1)C1=CC=C(C=C1)N(C)C)C(=O)O 2-amino-7-((4'-(dimethylamino)-[1,1'-biphenyl]-3-yl)oxy)-1,2,3,4-tetrahydronaphthalene-2-carboxylic acid